ethoxynaphthyl-trimethoxysilane C(C)OCO[Si](OC)(OC)C1=CC=CC2=CC=CC=C12